(S)-2-Methyl-N-((S)-6-methylhept-1-en-4-yl)propane-2-sulfinamide CC(C)(C)[S@](=O)N[C@H](CC=C)CC(C)C